FC(OC1=CC=C(COC=2C=C(C=NC2)N2C[C@@H](OCC2)CCC(=O)O)C=C1)(F)F 3-[(2S)-4-(5-{[4-(trifluoromethoxy)benzyl]oxy}pyridin-3-yl)morpholin-2-yl]propanoic acid